[Au](Cl)(Cl)Cl.C1(=CC=CC=C1)PC1=CC=CC=C1 diphenylphosphine gold chloride